CC1=C(C(=CC=C1)C)C1=NC(=NC(=C1)OC1=C(C=C(C=C1)N1CCN(CC1)C)CC(C)C)NS(=O)(=O)C=1C=NN(C1)C N-[4-(2,6-dimethylphenyl)-6-[2-isobutyl-4-(4-methylpiperazin-1-yl)phenoxy]pyrimidin-2-yl]-1-methyl-pyrazole-4-sulfonamide